C(C)NC(NC1=CC=C(C=C1)S(=O)(=O)Cl)=O 4-(3-ethylureido)benzenesulfonyl chloride